2-amino-7-(cyclopropylmethyl)-9-((2r,3r,4r,5r)-3,4-dihydroxy-5-(hydroxymethyl)-tetrahydrofuran-2-yl)-7,9-dihydro-1H-purine-6,8-dione NC=1NC(C=2N(C(N(C2N1)[C@@H]1O[C@@H]([C@@H]([C@H]1O)O)CO)=O)CC1CC1)=O